1-[(1R)-2-{2-[4-(difluoromethoxy)benzenesulfonyl]-2H,4H,5H,6H-pyrrolo[3,4-c]pyrazol-5-yl}-2-oxo-1-phenylethyl]azetidin-3-one FC(OC1=CC=C(C=C1)S(=O)(=O)N1N=C2C(=C1)CN(C2)C([C@@H](C2=CC=CC=C2)N2CC(C2)=O)=O)F